1,1-bis(3-phenyl-4-hydroxyphenyl)propane 2-(acryloyloxy)ethyl-2-(6-hydroxybenzo[1,3]dioxol-5-yl)-2H-benzotriazol-5-carboxylate C(C=C)(=O)OCCOC(=O)C1=CC=2C(=NN(N2)C2=CC3=C(OCO3)C=C2O)C=C1.C1(=CC=CC=C1)C=1C=C(C=CC1O)C(CC)C1=CC(=C(C=C1)O)C1=CC=CC=C1